C(C)(C)(C)C[C@H](N)C(=O)O β-t-butyl-alanine